4-(cyclobutylamino)-N-(2,6-dimethylphenyl)-2-((3-methoxy-4-(4-methylpiperazin-1-yl)phenyl)amino)pyrimidine-5-carboxamide C1(CCC1)NC1=NC(=NC=C1C(=O)NC1=C(C=CC=C1C)C)NC1=CC(=C(C=C1)N1CCN(CC1)C)OC